N=1OC(=C2C1C=CC=C2)C(C)=O 1-(2,1-benzoxazol-3-yl)ethan-1-one